C([C@@H](CO)C1=CC=CC=C1)(=O)O |r| (±)-tropic acid